C(CCC)[C@H]1NS(C2=C(N(C1)C1=CC=C(C=C1)F)C=C(C(=C2)OCC2(CC2)C(=O)O)SCC)(=O)=O |r| racemic-1-(((3-butyl-7-(ethylthio)-5-(4-fluorophenyl)-1,1-dioxido-2,3,4,5-tetrahydro-1,2,5-benzothiadiazepin-8-yl)oxy)methyl)cyclopropane-1-carboxylic acid